C(C=C)(=O)NC1=CC=NC2=CC=C(C=C12)C1=NC=CC(=N1)C(=O)NC1CCC(CC1)N(C)C 2-[4-(prop-2-enamido)quinolin-6-yl]-N-[(1s,4s)-4-(dimethylamino)cyclohexyl]pyrimidine-4-carboxamide